4-chloro-5-(3-(4-fluorophenoxy)prop-1-yn-1-yl)-1H-pyrrolo[2,3-b]Pyridine ClC1=C2C(=NC=C1C#CCOC1=CC=C(C=C1)F)NC=C2